N-(4-piperidyl)-4-(trifluoromethyl)benzene-sulfonamide N1CCC(CC1)NS(=O)(=O)C1=CC=C(C=C1)C(F)(F)F